mono-n-butoxy-Zirconium C(CCC)O[Zr]